tert-butyl 4-[(1-tert-butoxycarbonyl-4-formyl-4-piperidyl)disulfanyl]-4-formyl-piperidine-1-carboxylate C(C)(C)(C)OC(=O)N1CCC(CC1)(C=O)SSC1(CCN(CC1)C(=O)OC(C)(C)C)C=O